FC(C(CS(=O)(=O)C)C=1C=CC(=NC1)N1N=CC(=C1)C1=C2C(=NC=C1)NC=N2)(F)F 7-(1-(5-(1,1,1-trifluoro-3-(methylsulfonyl)propan-2-yl)pyridin-2-yl)-1H-pyrazol-4-yl)-3H-imidazo[4,5-b]pyridine